3,5-Dichloro-4-((6-dimethylaminopyrimidin-4-yl)oxy)aniline ClC=1C=C(N)C=C(C1OC1=NC=NC(=C1)N(C)C)Cl